[Si](C)(C)(C(C)(C)C)OCC[C@H](C=O)NC(OCC1=CC=CC=C1)=O Benzyl (R)-(4-((tert-butyldimethylsilyl)oxy)-1-oxobut-2-yl)carbamate